2-((tert-butoxycarbonyl)amino)-2-(4-(4-methylthiazol-5-yl)phenyl)ethyl methanesulfonate CS(=O)(=O)OCC(C1=CC=C(C=C1)C1=C(N=CS1)C)NC(=O)OC(C)(C)C